ClC1=NC=C(N=C1)C1=C(C(=CC=C1)Cl)Cl 2-chloro-5-(2,3-dichlorophenyl)pyrazine